(S)-4-((2-phenoxyethyl)(4-(5,6,7,8-tetrahydro-1,8-naphthyridin-2-yl)butyl)amino)-2-(2-(pyridin-2-yl)acetamido)butanoic acid O(C1=CC=CC=C1)CCN(CC[C@@H](C(=O)O)NC(CC1=NC=CC=C1)=O)CCCCC1=NC=2NCCCC2C=C1